FC(S(=O)(=O)NC1=CC=C(C=C1)N1CCC2(C(C=3C=C(SC3N=C12)C)=O)O)(F)F 1,1,1-trifluoro-N-(4-{9-hydroxy-5-methyl-8-oxo-4-thia-2,12-diazatricyclo[7.3.0.03,7]dodeca-1,3(7),5-trien-12-yl}phenyl)methane-sulfonamide